cyclohexane-1,2-dicarboximide C12C(CCCC1)C(NC2=O)=O